Tert-Butyl 7-((1-amino-3-hydroxy-1-oxobutan-2-yl)amino)-2-(4-methoxybenzyl)-1-oxo-2,5-diazaspiro[3.4]octane-5-carboxylate NC(C(C(C)O)NC1CN(C2(CN(C2=O)CC2=CC=C(C=C2)OC)C1)C(=O)OC(C)(C)C)=O